C(C)N1C=CC=2C1=NC=C(C2)N 1-ethyl-1H-pyrrolo[2,3-b]pyridin-5-amine